C(C)(=O)OCCOC1=NC2=C(C=3C=C(C(=CC13)F)F)[C@@H](COC2)N(C(=O)NC2=CC(=C(C=C2)F)C(F)F)C (S)-2-((1-(3-(3-(difluoromethyl)-4-fluorophenyl)-1-methylureido)-8,9-difluoro-1,4-dihydro-2H-pyrano[3,4-c]isoquinolin-6-yl)oxy)ethyl acetate